4-(2-(4-chloro-2-fluorophenyl)-2-methyl-2,3-dihydrobenzofuran-7-yl)-3,6-dihydropyridine-1(2H)-carboxylic acid tert-butyl ester C(C)(C)(C)OC(=O)N1CCC(=CC1)C1=CC=CC=2CC(OC21)(C)C2=C(C=C(C=C2)Cl)F